sodium p-nitrophenylsulfonate [N+](=O)([O-])C1=CC=C(C=C1)S(=O)(=O)[O-].[Na+]